FC=1C=C(C=C(C1C=1CCNCC1)F)NC(C1=CC(=C(C=C1)C=1CCNCC1)F)=O N-[3,5-difluoro-4-(1,2,3,6-tetrahydro-pyridin-4-yl)-phenyl]-3-fluoro-4-(1,2,3,6-tetrahydro-pyridin-4-yl)-benzamide